FC(OC1=CC=CC=2C(N([C@H]3C=4N([C@@H](C21)C3)C3=C(N4)C=CC(=C3)C#CC3(CN(C3)C)C)C([2H])([2H])[2H])=O)F (7R,14R)-1-(difluoromethoxy)-11-((1,3-dimethylazetidin-3-yl)ethynyl)-6-(methyl-d3)-6,7-dihydro-7,14-methanobenzo[f]benzo[4,5]imidazo[1,2-a][1,4]diazocin-5(14H)-one